[N+](=O)([O-])[O-].CC1(CCN2CCC(C=3C2=C1C1=[O+]C=2C4=C5C(=CC2C=C1C3)C(CCN5CCC4(C)C)(C)C)(C)C)C 1,1,7,7,11,11,17,17-Octamethyl-2,3,6,7,12,13,16,17-octahydro-1H,5H,11H,15H-diquinolizino[1,9-bc:1',9'-hi]xanthylium nitrate